2-(dimethylamino)cyclohexane-1-one CN(C1C(CCCC1)=O)C